N-n-propylacetamide C(CC)NC(C)=O